3-cyano-N-(3-(2-ethyl-1-methyl-6-(trifluoromethyl)-1H-benzo[d]imidazol-5-yl)phenyl)-4-((E)-4-(((1r,4r)-4-methoxycyclohexyl)amino)but-2-enamido)benzamide C(#N)C=1C=C(C(=O)NC2=CC(=CC=C2)C2=CC3=C(N(C(=N3)CC)C)C=C2C(F)(F)F)C=CC1NC(\C=C\CNC1CCC(CC1)OC)=O